S1S[C@@H](CC1)CCCCC(=O)OCC1COC=2C(O1)=CSC2 (2,3-dihydrothieno[3,4-b][1,4]dioxin-2-yl)methyl 5-((R)-1,2-dithiolan-3-yl)pentanoate